5-[2-fluoro-6-hydroxy-4-(2-methoxy-3-pyridyl)phenyl]-1,1-dioxo-1,2,5-thiadiazolidin-3-one FC1=C(C(=CC(=C1)C=1C(=NC=CC1)OC)O)N1CC(NS1(=O)=O)=O